C(=O)[O-].C(C1=CC=CC=C1)N1C=[N+](C=C1)C(CC(C)(C)C)(C)C 1-benzyl-3-(1,1,3,3-tetramethylbutyl)imidazolium formate